N-[6-[4-(hydroxymethyl)-1-piperidyl]-2,2-dimethyl-3H-benzofuran-5-yl]-6-methyl-pyrazolo[1,5-a]pyrimidine-3-carboxamide OCC1CCN(CC1)C1=CC2=C(CC(O2)(C)C)C=C1NC(=O)C=1C=NN2C1N=CC(=C2)C